(3R,4S)-4-(1,4-dimethyl-1H-pyrazol-5-yl)-3-methylpiperidine CN1N=CC(=C1[C@@H]1[C@H](CNCC1)C)C